CCCCCCCCCCCCCCCCCCCC(=O)NCCOP(=O)(O)OC[C@@H](CO)O The molecule is an N-acyl-sn-glycero-3-phosphoethanolamine in which the N-acyl group is specified as icosanoyl. It derives from an icosanoic acid. It is a conjugate acid of a N-icosanoyl-sn-glycero-3-phosphoethanolamine(1-).